2-((3-((2-ethylhexyl)oxy)-5-pentadecylphenoxy)methyl)oxirane C(C)C(COC=1C=C(OCC2OC2)C=C(C1)CCCCCCCCCCCCCCC)CCCC